FC([C@H]1[C@@H](C1)C=1C=2N(N=C(C1)C=1C(NC(NC1)=O)=O)C=CC2)(F)F 5-(4-((1R,2R)-2-(trifluoromethyl)cyclopropyl)pyrrolo[1,2-b]pyridazin-2-yl)pyrimidine-2,4(1H,3H)-dione